tert-Butyl 7-bromo-1-oxo-1,2,3,4-tetrahydro-9H-carbazole-9-carboxylate BrC1=CC=C2C=3CCCC(C3N(C2=C1)C(=O)OC(C)(C)C)=O